3-phenyl-methylaminopropyl-dimethyl-methoxysilane C1(=CC=CC=C1)C(CC[Si](OC)(C)C)NC